[Si](C)(C)(C(C)(C)C)O[C@@H](CCCC(=O)OC)\C=C\CC1=C(C=CC=C1)\C=C\CCC Methyl (S,E)-5-((tert-butyldimethylsilyl)oxy)-8-(2-((E)-pent-1-en-1-yl)phenyl)oct-6-enoate